9-(4-(4-Methoxyphenyl)piperazin-1-yl)pyrido[2,3-b]phenazin-5,12-dion COC1=CC=C(C=C1)N1CCN(CC1)C1=CC=C2N=C3C(C4=C(C(C3=NC2=C1)=O)N=CC=C4)=O